C(CCCCC\C=C/CCCCCCCC)=O (Z)-7-hexadecenal